C1(CC1)C=1C=C(C(=C(C1)[C@H](C(=O)O)N1C[C@@H](CC1)OCCCCCC1=NC=2NCCCC2C=C1)OC)F (R)-2-(5-cyclopropyl-3-fluoro-2-methoxyphenyl)-2-((R)-3-((5-(5,6,7,8-tetrahydro-1,8-naphthyridin-2-yl)pentyl)oxy)pyrrolidin-1-yl)acetic acid